1-(6-(2-(1H-tetrazol-5-yl)phenyl)-2-((1S,4S)-5-benzyl-2,5-diazabicyclo[2.2.1]heptan-2-yl)pyrimidin-4-yl)-3-(p-tolyl)urea N1N=NN=C1C1=C(C=CC=C1)C1=CC(=NC(=N1)N1[C@@H]2CN([C@H](C1)C2)CC2=CC=CC=C2)NC(=O)NC2=CC=C(C=C2)C